N,N-bis(2-hydroxypropyl)-N'-(2-hydroxy-ethyl)urea OC(CN(C(=O)NCCO)CC(C)O)C